2,5-dibromo-1-fluoro-3-nitrobenzene BrC1=C(C=C(C=C1[N+](=O)[O-])Br)F